10,10-dipropyloxy-3-decanol C(CC)OC(CCCCCCC(CC)O)OCCC